FC1=C(CC2=NC(=NC=C2C2=CC(=NN2CC)C=2SC=CN2)N)C(=CC=C1)F 2,6-difluorobenzyl-5-(1-ethyl-3-(thiazol-2-yl)-1H-pyrazol-5-yl)pyrimidin-2-amine